C1(=CC=CC=C1)NC(=O)NC1=CN=NC=C1 1-phenyl-3-(pyridazin-4-yl)urea